C1=CC=CC=2C3=CC=CC=C3C(C12)COC(=O)N[C@H](C(=O)O)CC1=CC=C(C=C1)C (2S)-2-(9H-fluoren-9-ylmethoxycarbonylamino)-3-(4-methylphenyl)propionic acid